CC1=C(N=NC=C1)CC1N(C(C2=CC=CC=C12)=O)CC1=CC2=C(NC(O2)=O)C=C1 6-((1-((4-methylpyridazin-3-yl)methyl)-3-oxoisoindolin-2-yl)methyl)benzo[d]oxazol-2(3H)-one